C(C=C)(=O)N1CN(CN(C1)C(C=C)=O)C(C=C)=O Triacryloylhexa-hydro-s-triazin